1-{4-[1-(2,2-difluoroethyl)-1H-pyrazol-4-yl]phenyl}-5-methyl-N-[(4s)-6-({5-carbamoyl-1-methyl-1H-pyrazolo[3,4-b]pyridin-6-yl}oxy)spiro[3.3]heptan-2-yl]-1H-pyrazole-4-carboxamide FC(CN1N=CC(=C1)C1=CC=C(C=C1)N1N=CC(=C1C)C(=O)NC1CC2(C1)CC(C2)OC2=C(C=C1C(=N2)N(N=C1)C)C(N)=O)F